NC1=NC=CC=C1S(=O)(=O)NC(=O)C=1C(=NC(=CC1)C1=C(C(=CC=C1)OC)O)N1C(C[C@@H](C1)C)(C)C N-[(2-Amino-3-pyridyl)sulfonyl]-6-(2-hydroxy-3-methoxyphenyl)-2-[(4S)-2,2,4-trimethylpyrrolidin-1-yl]pyridin-3-carboxamid